ClC=1C=C(C=CC1N1C[C@H](N([C@H](C1)C)C)C)C=1N=CC=2C(NC=3N(C2N1)CCN3)=O (3-chloro-4-((3R,5S)-3,4,5-trimethylpiperazin-1-yl)phenyl)-8,9-dihydroimidazo[1,2-a]pyrimido[5,4-e]pyrimidin-5(6H)-one